FC(OC1=C(C=C(C=C1)[C@@]12CCN([C@H]2CC(CC1)=O)C)OC)F (3aS,7aS)-3a-[4-(difluoromethoxy)-3-methoxy-phenyl]-1-methyl-2,3,4,5,7,7a-hexahydroindol-6-one